NC1=C(C=C(C=N1)C1=NC(=C(C=C1)N1CCN(CC1)C)C)C=1C=C2C=CNC(C2=CC1)=O 6-(6'-amino-6-methyl-5-(4-methylpiperazin-1-yl)-[2,3'-bipyridin]-5'-yl)isoquinolin-1(2H)-one